(3R)-2'-[6-amino-5-(trifluoromethyl)pyridin-3-yl]-N-[(3-methylpyridin-4-yl)methyl]-5',6'-dihydrospiro[pyrrolidine-3,4'-pyrrolo[1,2-b]pyrazole]-1-carboxamide NC1=C(C=C(C=N1)C=1C=C2N(N1)CC[C@]21CN(CC1)C(=O)NCC1=C(C=NC=C1)C)C(F)(F)F